methyl (S,E)-4-((tetrahydrofuran-3-yl)amino)but-2-enoate O1C[C@H](CC1)NC/C=C/C(=O)OC